FC1=C(C=CC(=C1)F)C1N(CCC(C1)C(=O)N)CC(N1CCC2(CCNC2=O)CC1)=O (2,4-difluorophenyl)-1-(2-oxo-2-(1-oxo-2,8-diazaspiro[4.5]decan-8-yl)ethyl)piperidine-4-carboxamide